5-chloro-N4-cyclopentyl-N2-(1-hydroxy-3-methyl-3H-2,1-benzoxaborol-5-yl)pyrimidine-2,4-diamine ClC=1C(=NC(=NC1)NC=1C=CC2=C(C(OB2O)C)C1)NC1CCCC1